CN(C(=O)C1=CC2=CC=C(C=C2C=C1)N(C1CCNCC1)C)C=1C=NNC1 N-methyl-6-(methyl-(piperidin-4-yl)amino)-N-(1H-pyrazol-4-yl)-2-naphthamide